O1CCN(CCC1)C1=NC=NC2=CC=C(C=C12)C#N 4-(1,4-oxaazepan-4-yl)quinazoline-6-carbonitrile